8-(2-ethoxyethyl)-6-fluoro-2-(hydroxymethyl)-1-methylquinolin-4(1H)-one C(C)OCCC=1C=C(C=C2C(C=C(N(C12)C)CO)=O)F